CO[Si](C(CCN=C=O)CCC)(OC)OC 3-(trimethoxysilyl)hexyl isocyanate